N=1C=CN2C1CC(CC2)COC2=NC=CC(=C2)CNC=2C=C1C=CN=C(C1=CC2)NC(OC)=O methyl (6-(((2-((5,6,7,8-tetrahydroimidazo[1,2-a]pyridin-7-yl)methoxy)pyridin-4-yl)methyl)amino)isoquinolin-1-yl)carbamate